1-acryloyl-(3S,4R)-3-((5-cyclopropyl-2-((1-ethyl-1H-pyrazol-4-yl)amino)-7H-pyrrolo[2,3-d]pyrimidin-4-yl)amino)-4-fluoropiperidine C(C=C)(=O)N1C[C@@H]([C@@H](CC1)F)NC=1C2=C(N=C(N1)NC=1C=NN(C1)CC)NC=C2C2CC2